iodopropane CCCI